5,6-dimethyl-1-(tetrahydro-2H-pyran-2-yl)-1H-indazol-4-amine CC1=C(C=2C=NN(C2C=C1C)C1OCCCC1)N